O=C1NC(CCC1N1C(C2=CC=C(C=C2C1=O)N1CC2(C1)CCNCC2)=O)=O 2-(2-(2,6-dioxopiperidin-3-yl)-1,3-dioxoisoindolin-5-yl)-2,7-diazaspiro[3.5]nonan